3-(2-bromoethyl)-5-phenylisoxazole 3,5-dioxo-5-phenylpentanoate O=C(CC(=O)O)CC(C1=CC=CC=C1)=O.BrCCC1=NOC(=C1)C1=CC=CC=C1